ClC1=C(C=CC=C1)[C@@H]1C[C@@H](C=2N1N=C(N2)SC)F (5S,7S)-5-(2-chlorophenyl)-7-fluoro-2-(methylthio)-6,7-dihydro-5H-pyrrolo[1,2-b][1,2,4]triazole